FC=1C=C(C=CC1OC1=CC=C(C=C1)C)[C@H](C)N (1S)-1-[3-fluoro-4-(4-methylphenoxy)phenyl]Ethylamine